Heptane-6-yl 4-methylbenzenesulfonate CC1=CC=C(C=C1)S(=O)(=O)OC(CCCCC)C